C(CCC\C=C/CC)OC(CCC(=O)OCCCCCCN(CCCCCCCC(=O)OCCC(CCCCC)CCCCC)CCO)OCCCC\C=C/CC 3-pentyloctyl 8-((6-((4,4-bis(((Z)-oct-5-en-1-yl)oxy)butanoyl)oxy)hexyl)(2-hydroxyethyl)amino)octanoate